N-[[6-[(2-methyl-1,3-benzothiazol-5-yl)amino]-2-pyridyl]sulfonyl]-2-(2,2,4-trimethylpyrrolidin-1-yl)pyridine-3-carboxamide CC=1SC2=C(N1)C=C(C=C2)NC2=CC=CC(=N2)S(=O)(=O)NC(=O)C=2C(=NC=CC2)N2C(CC(C2)C)(C)C